ClC1=CC=2C=C3CC(CCN3C2N=C1)N1C(C(CC1)OCCCOC)=O (2S)-1-((1-(3-chloro-6,7,8,9-tetrahydropyrido[3,2-b]indolizin-7-yl)-2-oxopyrrolidin-3-yl)oxy)-3-methoxypropan